C(C)OC(=O)C=1C(NC(NC1C)=O)C1=CC=C(C=C1)C#N 5-ethoxycarbonyl-6-methyl-4-(4'-cyanophenyl)-3,4-dihydropyrimidin-2-one